[K+].P([O-])(=O)(OP(=O)([O-])[O-])OC[C@@H]1[C@H]([C@H]([C@@H](O1)N1C=NC=2C(N)=NC=NC12)O)O.[K+].[K+] Adenosine 5'-diphosphate potassium salt